FC(CC(C)NC(O[C@H]1C[C@H](CC1)C1=CC(=NN1)NC(CC=1C=NN(C1)C)=O)=O)F (1R,3S)-3-(3-{[(1-methyl-1H-pyrazol-4-yl)acetyl]-amino}-1H-pyrazol-5-yl)-cyclopentyl [(2ξ)-4,4-difluorobutan-2-yl]carbamate